CN(C1(CCC2(CN(C(N2CC(=O)NCCOC)=O)CC2=CC=C(C=C2)OC)CC1)C1=CC=CC=C1)C cis-2-[8-dimethylamino-3-[(4-methoxyphenyl)-methyl]-2-oxo-8-phenyl-1,3-diazaspiro[4.5]decan-1-yl]-N-(2-methoxy-ethyl)-acetamide